4-tertiary butyl-3-hydroxy-2,6-dimethylbenzyl chloride C(C)(C)(C)C1=C(C(=C(CCl)C(=C1)C)C)O